7-acetyl-3-chloro-6-(3-fluorophenyl)-5H-thiazolo[3,2-a]Pyridin-5-one C(C)(=O)C=1C=C2N(C(C1C1=CC(=CC=C1)F)=O)C(=CS2)Cl